(S)-5-(5-(3,5-dimethylisoxazol-4-yl)-1-((R)-1-(methylsulfonyl)pyrrolidin-3-yl)-1H-benzo[d]imidazol-2-yl)pyrrolidin-2-one CC1=NOC(=C1C1=CC2=C(N(C(=N2)[C@@H]2CCC(N2)=O)[C@H]2CN(CC2)S(=O)(=O)C)C=C1)C